CCCCCCCCCCCCC/C=C/[C@H]([C@H](CO[C@H]1[C@@H]([C@H]([C@@H]([C@H](O1)CO)O[C@H]2[C@@H]([C@H]([C@H]([C@H](O2)CO)O)O)O)O)O)NC(=O)CCCCCCCCCCCCC/C=C\\CCCCCCCC)O The molecule is a beta-D-galactosyl-(1->4)-beta-D-glucosyl-(1<->1')-N-acylsphingosine in which the acyl group specified is (15Z)-tetracosenoyl. It has a role as a mouse metabolite. It derives from a (15Z)-tetracosenoic acid.